3-methyl-2H-pyrazole CC=1NN=CC1